O=C1NC(CCC1N1C(C2=CC=C(C=C2C1=O)CNC(C(F)F)=O)=O)=O N-((2-(2,6-dioxopiperidin-3-yl)-1,3-dioxoisoindolin-5-yl)methyl)-2,2-difluoroacetamide